2-(6-Oxo-5-(trifluoromethyl)-1,6-dihydropyridin-3-yl)ethyl (2S,6S)-4-(5-cyclopropylpyrimidin-2-yl)-2,6-dimethylpiperazine-1-carboxylate C1(CC1)C=1C=NC(=NC1)N1C[C@@H](N([C@H](C1)C)C(=O)OCCC1=CNC(C(=C1)C(F)(F)F)=O)C